ClC1=C(C=C(OCC(=O)N[C@@H]2CC[C@H](CC2)CNC(C2=CC=C(C=C2)OC(F)(F)F)=O)C=C1)F trans-N-((4-(2-(4-chloro-3-fluorophenoxy)acetamido)cyclohexyl)methyl)-4-(trifluoromethoxy)benzamide